4-iodoindoline-2,3-dione IC1=C2C(C(NC2=CC=C1)=O)=O